3-iodo-6-methyl-1H-indazole IC1=NNC2=CC(=CC=C12)C